n-pentyl acetate (n-amyl acetate) C(CCCC)CC(=O)O.C(C)(=O)OCCCCC